N-(3-fluoro-4-((6-fluoro-7-(3-morpholinopropoxy)quinolin-4-yl)oxy)phenyl)-5-(4-fluorophenyl)-6-oxo-2,3,5,6-tetrahydrofuro[3,2-c]pyridine-7-carboxamide FC=1C=C(C=CC1OC1=CC=NC2=CC(=C(C=C12)F)OCCCN1CCOCC1)NC(=O)C1=C2C(=CN(C1=O)C1=CC=C(C=C1)F)CCO2